C1(=CC=CC2=CC=CC=C12)C(=O)N 1-Naphthaleneamide